methyl 4-bromo-2-(1-(tert-butoxycarbonyl)azetidine-3-yl)-2H-indazole-6-carboxylate BrC=1C2=CN(N=C2C=C(C1)C(=O)OC)C1CN(C1)C(=O)OC(C)(C)C